N-(8-(methylamino)-5-(4-((pyridin-4-yloxy)methyl)phenyl)-2,7-naphthyridin-3-yl)cyclopropanecarboxamide CNC=1N=CC(=C2C=C(N=CC12)NC(=O)C1CC1)C1=CC=C(C=C1)COC1=CC=NC=C1